N-(2,4-difluoro-3-iodophenyl)-3-methylbenzenesulfonamide FC1=C(C=CC(=C1I)F)NS(=O)(=O)C1=CC(=CC=C1)C